(S)-2-amino-3-(7-(pyridin-2-yl)-1H-indol-3-yl)propanoic acid N[C@H](C(=O)O)CC1=CNC2=C(C=CC=C12)C1=NC=CC=C1